phenylisoxazole-4-carboxamide C1(=CC=CC=C1)C1=NOC=C1C(=O)N